CN(CC=C)C Dimethyl-allyl-amine